ClC1=C(C(=O)O)C=C(C=C1)C=1SC(=CC1)COC=1C=C2CN(C(C2=CC1)=O)C1CCCC1 2-Chloro-5-{5-[(2-cyclopentyl-1-oxoisoindolin-5-yloxy)methyl](2-thienyl)}benzoic acid